NC=1C(=NC=NC1Cl)NC=1C(=CC(=C(C1)C1=CC=C(C=C1)C(=O)NCC1CCOCC1)F)N1C[C@@H](N(CC1)C)C (S)-5'-((5-amino-6-chloropyrimidin-4-yl)amino)-4'-(3,4-dimethylpiperazin-1-yl)-2'-fluoro-N-((tetrahydro-2H-pyran-4-yl)methyl)-[1,1'-biphenyl]-4-carboxamide